ClC1=C(C=CC(=C1)Cl)[C@@H](C)N1C=NC=2C1=NC(=CN2)N2CC(C2)[C@@H]2CN(CCC2)C2CC(C2)(C(=O)O)C 3-((R)-3-(1-(1-((R)-1-(2,4-dichlorophenyl)ethyl)-1H-imidazo[4,5-b]pyrazin-6-yl)azetidin-3-yl)piperidin-1-yl)-1-methylcyclobutane-1-carboxylic acid